mannosyl-mannitol C1([C@@H](O)[C@@H](O)[C@H](O)[C@H](O1)CO)C([C@@H](O)[C@@H](O)[C@H](O)[C@H](O)CO)O